(S)-2-(dimethylamino)-N-((S)-1-(4-(4-isopropyl-5-(8-methyl-[1,2,4]triazolo[1,5-a]pyridin-6-yl)-1H-pyrazol-3-yl)phenyl)ethyl)-N-methylpropanamide CN([C@H](C(=O)N(C)[C@@H](C)C1=CC=C(C=C1)C1=NNC(=C1C(C)C)C=1C=C(C=2N(C1)N=CN2)C)C)C